ClC=1C=CC(=C2C3(NC(NC12)=O)CCCCC3)OC3=C(C(=O)NS(=O)(=O)C)C=CC=C3F 2-[(8'-chloro-2'-oxo-2',3'-dihydro-1'H-spiro[cyclohexane-1,4'-quinazolin]-5'-yl)oxy]-3-fluoro-N-(methylsulfonyl)benzamide